ClC1=C(CN2CCN(CC2)C(CCC=2C(=NN(C2C)C=2C=CC=3N(N2)C(=NN3)C(F)(F)F)C)=O)C=CC=C1C1=NN=NN1 1-(4-(2-Chloro-3-(1H-tetrazol-5-yl)benzyl)piperazin-1-yl)-3-(3,5-dimethyl-1-(3-(trifluoromethyl)-[1,2,4]triazolo[4,3-b]pyridazin-6-yl)-1H-pyrazol-4-yl)propan-1-one